C(#N)C1=CC=2N(N=C1)C(=CC2)C2=CC(=C(C=N2)C2=NN=C(S2)N2C[C@H]1CC[C@@H](C2)C1NC(=O)N1CCN(CC1)C1COC1)NC(C)C N-((1R,5S,8s)-3-(5-(6-(3-cyanopyrrolo[1,2-b]pyridazin-7-yl)-4-(isopropylamino)pyridin-3-yl)-1,3,4-thiadiazol-2-yl)-3-azabicyclo[3.2.1]oct-8-yl)-4-(oxetan-3-yl)piperazine-1-carboxamide